N-(7-(4,4-difluoropiperidin-1-yl)benzofuran-5-yl)-4-(2-hydroxyethylsulfonamido)-2-(6-azaspiro[2.5]octan-6-yl)benzamide FC1(CCN(CC1)C1=CC(=CC=2C=COC21)NC(C2=C(C=C(C=C2)NS(=O)(=O)CCO)N2CCC1(CC1)CC2)=O)F